FC(C(C(C(F)(F)F)(F)F)OCC)(F)F 1,1,1,3,3,4,4,4-octafluoro-2-ethoxybutane